C[C@@H]1CN(C[C@@H](N1)C)C=1C=CC=2N(C(C=C(N2)C=2C=CC3=C(N=C(S3)C)C2)=O)C1 7-[(3R,5S)-3,5-dimethylpiperazin-1-yl]-2-(2-methyl-1,3-benzothiazol-5-yl)-4H-pyrido[1,2-a]pyrimidin-4-one